CC1=C(C(=NO1)C=1C=NC(=CC1)C)COC1=CC=C(N=N1)C(=O)NC1(CCC1)C 6-((5-methyl-3-(6-methylpyridin-3-yl)isoxazol-4-yl)methoxy)-N-(1-methylcyclobutyl)pyridazine-3-carboxamide